ClC1=CNC2=NC=CC(=C21)OC2=CC(=C(C=C2)NC(=O)NC2=CC(=C(C=C2)CN2CCOCC2)C(F)(F)F)F 1-(4-((3-chloro-1H-pyrrolo[2,3-b]pyridin-4-yl)oxy)-2-fluorophenyl)-3-(4-(morpholinomethyl)-3-(trifluoromethyl)phenyl)urea